(S)-carbamic acid tert-butyl ester C(C)(C)(C)OC(N)=O